BrC=1C=C2C=CC(=NC2=CC1)C1=CC=C(OCCN2[C@@H](C(N(CCC2)C)=O)C)C=C1 (R)-4-{2-[4-(6-bromoquinolin-2-yl)phenoxy]ethyl}-1,3-dimethyl-1,4-diazepan-2-one